C1(CC1)C=1N(C(=C(N1)C1=NC2=C(N1)C=C1C(=C2)OC(C(O1)(F)F)(F)F)S(=O)(=O)CC)C 2-[2-Cyclopropyl-5-(ethylsulfonyl)-1-methyl-1H-imidazol-4-yl]-6,6,7,7-tetrafluoro-6,7-dihydro-1H-[1,4]dioxino[2,3-f]benzimidazol